FC=1C=C(C=C(C1)F)C=1C=NC2=CC=C(C=C2C1C1CC2C(NCCC2)CN1)C=1C(=NC=CC1)C=O trans-6-[3-(3,5-difluorophenyl)-6-(2-formylpyridin-3-yl)quinolin-4-yl]-octahydro-1H-pyrido[3,4-b]Pyridine